N-(perfluoro-t-butyl)acrylamide FC(C(C(F)(F)F)(C(F)(F)F)NC(C=C)=O)(F)F